2-(methylthio)benzo[d]oxazole-6-carboxylate CSC=1OC2=C(N1)C=CC(=C2)C(=O)[O-]